ClC=1C=CC=2N=CN=C(C2N1)NC1=C(C(=C(C=C1)F)Cl)F 6-chloro-N-(3-chloro-2,4-difluoro-phenyl)pyrido[3,2-d]pyrimidin-4-amine